5-Butyl-1-ethyl-3,3-dimethyloctahydrobenzo[c]isoxazol C(CCC)C1CC2C(N(OC2(C)C)CC)CC1